N-[(1-hydroxycyclohexyl)methyl]-8-amino-4-oxo-4H-chromene-2-carboxamide OC1(CCCCC1)CNC(=O)C=1OC2=C(C=CC=C2C(C1)=O)N